FC1(CC(C1)CS(=O)(=O)NC1=C(C=C(C=C1)C1=NC=2C=NC(=NC2N(C1=O)C(C)C)NC1CCC(CC1)N(C)CCF)F)F 1-(3,3-difluorocyclobutyl)-N-(2-fluoro-4-(2-(((1r,4r)-4-((2-fluoroethyl)(methyl)-amino)cyclohexyl)-amino)-8-isopropyl-7-oxo-7,8-dihydropteridin-6-yl)phenyl)-methanesulfonamide